The molecule is an indole alkaloid that is the 9-methoxy derivative of canthin-6-one. Isolated from Eurycoma longifolia and Simaba multiflora, it exhibits cytotoxic activity towards human cancer cell lines. It has a role as a metabolite, an antineoplastic agent and an antiplasmodial drug. It is an indole alkaloid, an aromatic ether and an organic heterotetracyclic compound. It derives from a canthin-6-one. COC1=CC2=C(C=C1)C3=C4N2C(=O)C=CC4=NC=C3